3-((cyclopropylmethylamino)(3-(trifluoromethyl)phenyl)methyl)-3-(trifluoromethyl)-1H-pyrazole-5-carboxamide C1(CC1)CNC(C1(NNC(=C1)C(=O)N)C(F)(F)F)C1=CC(=CC=C1)C(F)(F)F